bis(2-fluoroethyl)carbonate FCCOC(OCCF)=O